N-[4-(2-Acetoxyethyl)cyclohexyl]carbamic acid tert-butyl ester C(C)(C)(C)OC(NC1CCC(CC1)CCOC(C)=O)=O